1-((4-hydroxy-4-methylcyclohexyl)methyl)-3,7-dimethyl-1H-purine-2,6(3H,7H)-dione OC1(CCC(CC1)CN1C(N(C=2N=CN(C2C1=O)C)C)=O)C